OP(O)(=O)OP(=O)(O)O.N1=C(N)N=C(N)N=C1N.N1=C(N)N=C(N)N=C1N dimelamin pyrophosphat